FC1=C(OC=2N=CC(=NC2)NC([C@H](C)N2CC(N(CC2)C(=O)[C@@]2(CC=3N(CC2)N=CN3)O)(C)C)=O)C=CC(=C1)F (S)-N-(5-(2,4-difluorophenoxy)pyrazin-2-yl)-2-(4-((R)-7-hydroxy-5,6,7,8-tetrahydro-[1,2,4]triazolo[1,5-a]pyridine-7-carbonyl)-3,3-dimethylpiperazin-1-yl)propanamide